1-chloro-dimethylsilyl-3-chloro-diphenylsilyl-2,2,4,4-tetramethyl-cyclodisilazane Cl[Si](N1[Si](N([Si]1(C)C)[Si](C1=CC=CC=C1)(C1=CC=CC=C1)Cl)(C)C)(C)C